C(C=C)(=O)OC(C)CC(C)OC(C=C)=O 2,4-pentanediol diacrylate